OC1=C(C=C(C=C1)/C=C/C(=O)C1=C(C=C(C=C1OCC=C)OCC=C)OC)OC (E)-3-(4-Hydroxy-3-methoxyphenyl)-1-[2-methoxy-4,6-bis(prop-2-enoxy)phenyl]prop-2-en-1-one